FC(C1=NC(=NO1)C1=CC=C(CNP(OC)(OC)=O)C=C1)(F)F dimethyl (4-(5-(trifluoromethyl)-1,2,4-oxadiazol-3-yl)benzyl)phosphoramidate